((5-(aminomethyl)pyridin-2-yl)methyl)carbamic acid benzyl ester dihydrochloride Cl.Cl.C(C1=CC=CC=C1)OC(NCC1=NC=C(C=C1)CN)=O